CNN methylhydrazine